C1(CCCC1)CC(=O)NC(C(=O)O)CCN(CCCCC1=NC=2NCCCC2C=C1)CC(CF)OC 2-[(2-cyclopentylacetyl)amino]-4-[[3-fluoro-2-methoxy-propyl]-[4-(5,6,7,8-tetrahydro-1,8-naphthyridin-2-yl)butyl]amino]butanoic acid